C(C1=CC=CC=C1)N1CC2C(N3CC(NC=4C=CC=C2C34)=O)CC1 8-benzyl-6b,7,8,9,10,10a-hexahydro-1H-pyrido[3',4':4,5]pyrrolo[1,2,3-de]quinoxalin-2(3H)-one